C1(CC1)C(C=CS(=O)(=O)C)NC(=O)C=1C(=NC(=NC1)N(CC)CC)OC1=CC=CC=C1 N-(1-cyclopropyl-3-(methylsulfonyl)allyl)-2-(diethylamino)-4-phenoxypyrimidine-5-carboxamide